BrC1=C(C=CC(=C1)C(F)(F)F)S(=O)(=O)C(F)(F)C1=NC=CC=C1 (((2-bromo-4-(trifluoromethyl)phenyl)sulfonyl)difluoromethyl)pyridine